4-methyl-6-bromo-8-(N-Boc-N-methyl-4-aminobutoxy)quinazoline CC1=NC=NC2=C(C=C(C=C12)Br)OCCCCN(C)C(=O)OC(C)(C)C